Trimethylammonium tetrakis(perfluoronaphthalen-2-yl)borate FC1=C(C(=C(C2=C(C(=C(C(=C12)F)F)F)F)F)F)[B-](C1=C(C2=C(C(=C(C(=C2C(=C1F)F)F)F)F)F)F)(C1=C(C2=C(C(=C(C(=C2C(=C1F)F)F)F)F)F)F)C1=C(C2=C(C(=C(C(=C2C(=C1F)F)F)F)F)F)F.C[NH+](C)C